O1CCN(CC1)C=1C2=C(N=CN1)C=C(S2)C(=O)N 4-morpholinothieno[3,2-d]pyrimidine-6-carboxamide